(5-bromo-2-fluorophenyl)[2-oxo-4-(trifluoromethyl)pyridin-1-yl]acetic acid BrC=1C=CC(=C(C1)C(C(=O)O)N1C(C=C(C=C1)C(F)(F)F)=O)F